3-epoxycyclopentylether C12C(C(CC1)OC1C3C(CC1)O3)O2